CC1=CC(=CC(=C1)\C=C\CCCCCC)C trans-1,3-dimethyl-5-(oct-1-enyl)benzene